FC1(C[C@H]([C@H](C2=CC=C(C=C12)O)C=1C=CC(=NC1)N1CCC(CC1)CN1CCN(CC1)C=1C=C2CN(C(C2=CC1)=O)[C@@H]1C(NC(CC1)=O)=O)C1=CC=CC=C1)F (3S)-3-[5-[4-[[1-[5-[(1R,2R)-4,4-difluoro-6-hydroxy-2-phenyl-tetralin-1-yl]-2-pyridyl]-4-piperidyl]methyl]piperazin-1-yl]-1-oxo-isoindolin-2-yl]piperidine-2,6-dione